p-nitrophenylcarbonate [N+](=O)([O-])C1=CC=C(C=C1)OC([O-])=O